FC=1C=C(C(=O)NCC2CCN(CC2)C)C=C(C1)CN1C(C2=CC=C(C=C2C=C1)C1=CC=NN1C)=O 3-Fluoro-5-((6-(1-methyl-1H-pyrazol-5-yl)-1-oxoisoquinolin-2(1H)-yl)methyl)-N-((1-methylpiperidin-4-yl)methyl)benzamide